N-[4-(9-phenyl-9H-carbazol-3-yl)phenyl]-N-[1,1':4,1''-terphenyl-4-yl]-9,9-dimethyl-9H-fluoren-2-amine C1(=CC=CC=C1)N1C2=CC=CC=C2C=2C=C(C=CC12)C1=CC=C(C=C1)N(C1=CC=2C(C3=CC=CC=C3C2C=C1)(C)C)C1(CC=C(C=C1)C1=CC=CC=C1)C1=CC=CC=C1